2-amino-5-(phenoxy)benzonitrile NC1=C(C#N)C=C(C=C1)OC1=CC=CC=C1